1-(2-chloro-4-methoxy-5-methyl-phenyl)-3-[(1S)-1-(2-pyrimidin-2-yl-1,2,4-triazol-3-yl)ethyl]urea ClC1=C(C=C(C(=C1)OC)C)NC(=O)N[C@@H](C)C=1N(N=CN1)C1=NC=CC=N1